3-[(1R)-1-(5,7-difluoro-3-methyl-1-benzofuran-2-yl)-2,2,2-trifluoroethyl]-1-(2-{[(2S)-1-sulfamoylpropan-2-yl]amino}pyrimidin-5-yl)urea FC=1C=C(C2=C(C(=C(O2)[C@H](C(F)(F)F)NC(NC=2C=NC(=NC2)N[C@H](CS(N)(=O)=O)C)=O)C)C1)F